(O-tert.butyl)-hydroxyproline C(C)(C)(C)OC([C@H]1NC[C@@H](C1)O)=O